CNC1=CC=2N(C=C1)C=C(N2)C2=CC=CC=C2 N-methyl-2-phenyl-imidazo[1,2-a]pyridin-7-amine